(1,3-thiazol-5-yl)benzonitrile S1C=NC=C1C1=C(C#N)C=CC=C1